4-amino-N,N-diethylaniline NC1=CC=C(N(CC)CC)C=C1